1-(±)-Allyl 1-(4-(3-(2-methyl-N-((2-(trimethylsilyl)ethoxy)methyl)propan-2-ylsulfinamido) oxetan-3-yl)phenyl)cyclopropanecarboxylate CC(C)(C)[S@@](=O)N(COCC[Si](C)(C)C)C1(COC1)C1=CC=C(C=C1)C1(CC1)C(=O)OCC=C |r|